5'-(4-Methoxybenzyl)-2'-((6-(methylamino)pyrimidin-4-yl)amino)spiro[cyclohexane-1,4'-thieno[2,3-c]pyrrol]-6'(5'H)-one COC1=CC=C(CN2C(C3=C(C24CCCCC4)C=C(S3)NC3=NC=NC(=C3)NC)=O)C=C1